lithium 10-(3-((bis(4-methoxyphenyl)-(phenyl) methoxy) methyl)-4-(hydroxymethyl)-3,4-dimethylpyrrolidin-1-yl)-10-oxodecanoate COC1=CC=C(C=C1)C(OCC1(CN(CC1(C)CO)C(CCCCCCCCC(=O)[O-])=O)C)(C1=CC=CC=C1)C1=CC=C(C=C1)OC.[Li+]